4-(2-aminoethoxy)-2-(2,6-dioxopiperidin-3-yl)isoindoline-1,3-dione hydrochloride Cl.NCCOC1=C2C(N(C(C2=CC=C1)=O)C1C(NC(CC1)=O)=O)=O